methyl 5-cyano-6-[[2-fluoro-5-(trifluoromethyl)phenyl]methoxy]-2-(methoxymethyl)pyridine-3-carboxylate C(#N)C=1C=C(C(=NC1OCC1=C(C=CC(=C1)C(F)(F)F)F)COC)C(=O)OC